N-ethyl-N-cyclohexyl-amide C(C)[N-]C1CCCCC1